tris(3-((2,3-dihydroxypropyl)amino)-3-oxopropyl)-3,6,9,15-tetraazabicyclo(9.3.1)pentadecanoic acid OC(CNC(CCN1C(C2(CCCC(CNCCNCC1)N2)C(=O)O)(CCC(NCC(CO)O)=O)CCC(NCC(CO)O)=O)=O)CO